1-(5-(4-isopropylpiperidin-1-yl)pyridin-2-yl)cyclohexane-1,4-diamine C(C)(C)C1CCN(CC1)C=1C=CC(=NC1)C1(CCC(CC1)N)N